C(#N)C1=NC=CC(=C1)C1=CN=C(O1)C(=O)N1[C@@H]2[C@H](CC1)[C@H](N(C2)C#N)C |r| Rac-(3ar,4r,6ar)-1-(5-(2-cyanopyridin-4-yl)oxazole-2-carbonyl)-4-methylhexahydropyrrolo[3,4-b]pyrrole-5(1H)-carbonitrile